C1(=NCCC2=CC=CC=C12)[C] 3,4-dihydro-isoquinolinyl-carbon